2-(chloromethyl)-7-(cyclopentylamino)-5-methoxyquinazolin-4(3H)-one ClCC1=NC2=CC(=CC(=C2C(N1)=O)OC)NC1CCCC1